COC1=C(C(=NC(=C1)N1N=NC(=C1)CN1C[C@H](NCC1)C=1C(=C2COC(C2=CC1)=O)C)C)C#N (R)-4-methoxy-2-methyl-6-(4-((3-(4-methyl-1-oxo-1,3-dihydroisobenzofuran-5-yl)piperazin-1-yl)methyl)-1H-1,2,3-triazol-1-yl)pyridine-3-carbonitrile